ClC=1C(N(N=CC1)C1OCCCC1)=O 4-chloro-2-(tetrahydro-2H-pyran-2-yl)pyridazin-3(2H)-one